4-(1,1-difluoroethyl)thiazol FC(C)(F)C=1N=CSC1